tert-butyl N-[6-(1-acetyl-2,2,6,6-tetramethyl-4-piperidyl)-2-(4,4-dimethylcyclohexen-1-yl)-3-pyridyl]carbamate C(C)(=O)N1C(CC(CC1(C)C)C1=CC=C(C(=N1)C1=CCC(CC1)(C)C)NC(OC(C)(C)C)=O)(C)C